pentafluorophenyl methacrylate (pentafluorophenyl methacrylate) FC1=C(C(=C(C(=C1C=C(C(=O)O)C)F)F)F)F.C(C(=C)C)(=O)OC1=C(C(=C(C(=C1F)F)F)F)F